tert-butyl (R or S)-(2-((4-((4-(bis(2,4-dimethoxybenzyl)amino)-2-((1-hydroxyhexan-3-yl)oxy)imidazo[2,1-f][1,2,4]triazin-7-yl)methyl)naphthalen-1-yl)oxy)ethyl)(methyl)carbamate COC1=C(CN(C2=NC(=NN3C2=NC=C3CC3=CC=C(C2=CC=CC=C32)OCCN(C(OC(C)(C)C)=O)C)O[C@@H](CCO)CCC)CC3=C(C=C(C=C3)OC)OC)C=CC(=C1)OC |o1:39|